FC(CN1C(=NC=2C1=NC(=CC2)C=2C=CN1N=C(N=CC12)N[C@@H]1C[C@H](C1)OC)C)F 5-(3-(2,2-difluoroethyl)-2-methyl-3H-imidazo[4,5-b]pyridin-5-yl)-N-(trans-3-methoxycyclobutyl)pyrrolo[2,1-f][1,2,4]triazin-2-amine